C[C@@H]1CC(C=C2CC[C@H](C[C@@]12C)C(=C)C)=O (+)-(4R,4aS,6R)-4,4a-dimethyl-6-(1-propen-2-yl)-4,4a,5,6,7,8-hexahydro-2(3H)-naphthalenone